C1(CC1)C=1C(=C2C(C(N(C2=CC1)CC(=O)NC[C@H](CC(=O)O)F)=O)(C)C)F (S)-4-(2-(5-cyclopropyl-4-fluoro-3,3-dimethyl-2-oxoindolin-1-yl)acetamido)-3-fluorobutanoic acid